N-(4-(azaindol-6-yl)-phenyl)-sulfonamide N1N=CC2=CC=C(C=C12)C1=CC=C(C=C1)NS(=O)=O